cyclopent-1,4-dien-1-yl-(diphenyl)phosphane tri(isodecyl)cyclohexane-1,3,5-tripropionate C(CCCCCCC(C)C)OC(CCC1CC(CC(C1)CCC(=O)OCCCCCCCC(C)C)CCC(=O)OCCCCCCCC(C)C)=O.C1(=CCC=C1)P(C1=CC=CC=C1)C1=CC=CC=C1